O1C=C(C=C1)C1OC(C2=C(CCCC12C)C)=O 3-(furan-3-yl)-3a,7-dimethyl-3a,4,5,6-tetrahydroisobenzofuran-1(3H)-one